C1(CC1)C(=O)N1CCC(CC1)(O)CC1CC(=NN1C1=CC(=CC=C1)N1CCCCC1)O 5-[(1-cyclopropanecarbonyl-4-hydroxypiperidin-4-yl)methyl]-1-[3-(piperidin-1-yl)phenyl]-1H,4H,5H-pyrazolol